[N+](=O)([O-])C1=CC=CC2=C1CSN2 4-nitro-1,3-dihydro-2,1-benzothiazole